C(C)C(C(=O)[O-])(O)CC DIETHYLGLYCOLATE